NC1=NC=C(C=2C1=CN(N2)C2OCCCC2)NC(=O)C(=O)N(CC2=NC=C(C=C2Cl)F)CC2=CC=CC=C2 N-(4-amino-2-tetrahydropyran-2-yl-pyrazolo[4,3-c]pyridin-7-yl)-N'-benzyl-N'-[(3-chloro-5-fluoro-2-pyridyl)methyl]oxamide